FC(C1(CC1)NC1=CC=C(C=N1)C1CN(C1)C=O)(F)F [3-[6-[[1-(trifluoromethyl)cyclopropyl]amino]-3-pyridyl]azetidin-1-yl]methanone